6-bromo-1-methyl-3-nitro-1,5-naphthyridin-2(1H)-one BrC=1N=C2C=C(C(N(C2=CC1)C)=O)[N+](=O)[O-]